COC=1C=C(C=CC1)[Mg]Br (3-methoxyphenyl)magnesium bromide